(S)-1-(2-fluoropropyl)-N-(6-(thiazol-5-yl)isoquinolin-3-yl)piperidine-4-carboxamide F[C@H](CN1CCC(CC1)C(=O)NC=1N=CC2=CC=C(C=C2C1)C1=CN=CS1)C